NC(C[C@@H]1N(C[C@@H](NC[C@@H](N(C[C@@H](N(C1)CC(=O)O)CC(N)=O)CC(=O)O)CC(N)=O)CC(N)=O)CC(=O)O)=O 2,2',2''-((2S,5S,8S,11S)-2,5,8,11-tetrakis(2-amino-2-oxoethyl)-1,4,7,10-tetraazacyclododecane-1,4,7-triyl)triacetic acid